O1CCN(CC1)CC1=CC2=C(NC(=N2)C2=NNC=C2NC=2C3=C(N=CN2)NC=C3)C=C1 N-(3-(5-(morpholinomethyl)-1H-benzo[d]imidazol-2-yl)-1H-pyrazol-4-yl)-7H-pyrrolo[2,3-d]pyrimidin-4-amine